9,9-bis[(2E)-2-hexen-1-yloxy]-7-nonynoic acid methyl ester COC(CCCCCC#CC(OC\C=C\CCC)OC\C=C\CCC)=O